tert-butyl (4-(methoxy(methyl)carbamoyl) cyclohexyl)carbamate CON(C(=O)C1CCC(CC1)NC(OC(C)(C)C)=O)C